3-hydroxy-2-pentyl-cyclopentenyl acetate C(C)(=O)OC1=C(C(CC1)O)CCCCC